(R)-N-(1-(3-amino-5-(trifluoromethyl)phenyl)ethyl)-2-methyl-6-(1-methyl-1H-pyrazol-4-yl)-7-(pyrrolidin-1-yl)pyrido[2,3-d]pyrimidin-4-amine NC=1C=C(C=C(C1)C(F)(F)F)[C@@H](C)NC=1C2=C(N=C(N1)C)N=C(C(=C2)C=2C=NN(C2)C)N2CCCC2